3-(3,4-dimethylphenyl)-1-isopropyl-1H-pyrazolo[3,4-d]pyrimidin-4-amine CC=1C=C(C=CC1C)C1=NN(C2=NC=NC(=C21)N)C(C)C